butyl 3-(bromomethyl)-azetidine-1-carboxylate BrCC1CN(C1)C(=O)OCCCC